(2S,8aR)-(-)-(camphorylsulfonyl)oxaziridine CC1([C@@H]2CC[C@@]13CS(=O)(=O)N4C3(C2)O4)C